C(=O)C1=CC=C(C=N1)C1(CCN(CC1)CC(=O)OCC)O ethyl [4-(6-formylpyridin-3-yl)-4-hydroxypiperidin-1-yl]acetate